N[C@H](C(=S)O)CCC (2S)-2-amino-4-methylthiobutanoic acid